2-(oleoyloxy)-3-(palmitoyloxy)propyl 3-((dimethylamino)methyl)azetidine-1-carboxylate CN(C)CC1CN(C1)C(=O)OCC(COC(CCCCCCCCCCCCCCC)=O)OC(CCCCCCC\C=C/CCCCCCCC)=O